CCCCCCCCCCCCCC[C@H](C(=O)O)O The molecule is the R-enantiomer of 2-hydroxypalmitic acid. It is a conjugate acid of a (R)-2-hydroxyhexadecanoate. It is an enantiomer of a (S)-2-hydroxyhexadecanoic acid.